C(C)(=O)OC1=C(C=C(C(=C1)CCCCCCCCCCCCCCC)N=C=O)N=C=O 2,4-diisocyanato-5-pentadecylphenyl acetate